2,2,2-tribromo-N-methylacetamide BrC(C(=O)NC)(Br)Br